N-(5-((4-chlorophenoxy)methyl)-1,3,4-thiadiazol-2-yl)-3-(2-methoxyphenyl)isonicotinamide ClC1=CC=C(OCC2=NN=C(S2)NC(C2=C(C=NC=C2)C2=C(C=CC=C2)OC)=O)C=C1